N-methyl-3-phenyl-3-[(benzo[d][1,3]dioxol-4-yl)oxy]propylamine hydrochloride Cl.CNCCC(OC1=CC=CC=2OCOC21)C2=CC=CC=C2